C(C)(C)N(C(C)C)[Si](C)(C)N(C(C)C)C(C)C bis(di-iso-propylamino)dimethylsilane